CC1(OC(CC1C(=O)O)=O)C 2,2-dimethyl-5-oxooxolane-3-carboxylic acid